C(=O)(O)C=1C=C(CP([O-])([O-])=O)C=C(C1)C(=O)O.C1(=CC=CC=C1)[P+](C1=CC=CC=C1)(C1=CC=CC=C1)C1=CC=CC=C1.C1(=CC=CC=C1)[P+](C1=CC=CC=C1)(C1=CC=CC=C1)C1=CC=CC=C1 tetraphenylphosphonium 3,5-dicarboxybenzylphosphonate